16-bromo-1,1,1-trifluorohexadecane BrCCCCCCCCCCCCCCCC(F)(F)F